[4-(2-hydroxy-n-tetradecyloxy)phenyl]phenyliodonium hexafluoroantimonate F[Sb-](F)(F)(F)(F)F.OC(COC1=CC=C(C=C1)[I+]C1=CC=CC=C1)CCCCCCCCCCCC